O1C(CCC1)CCC1=NC(=CC(=N1)N1C(COCC1)CO)N1N=C(C=C1)C=1C=C(C=CC1)C (4-(2-(2-(tetrahydrofuran-2-yl)ethyl)-6-(3-(m-tolyl)-1H-pyrazol-1-yl)pyrimidin-4-yl)morpholin-3-yl)methanol